3-(dimethylamino)-N-((3-ethyl-2-(2-methylpyridin-4-yl)-1H-indol-5-yl)methyl)propanamide CN(CCC(=O)NCC=1C=C2C(=C(NC2=CC1)C1=CC(=NC=C1)C)CC)C